BrC=1C=CC(=C(C1)NC(OCC)=O)C(C)O ethyl (5-bromo-2-(1-hydroxyethyl)phenyl)carbamate